4-(3-cyanophenyl)sulfonyl-1,5-dimethyl-N-[(1-methylindazol-7-yl)methyl]pyrrole-2-carboxamide C(#N)C=1C=C(C=CC1)S(=O)(=O)C=1C=C(N(C1C)C)C(=O)NCC=1C=CC=C2C=NN(C12)C